C[C@@H](C(=O)Cl)CC |r| (±)-2-methylbutanoyl chloride